N(=[N+]=[N-])C1=C(N(C=C1C#N)C1=CC=C(C=C1)OC)C(=O)OCC ethyl 3-azido-4-cyano-1-(4-methoxyphenyl)-1H-pyrrole-2-carboxylate